[Ga].[Pd] palladium gallium